C(CCCCC)[NH3+] 1-hexylammonium